(3R)-N-[4-bromo-2-fluoro-6-(isopropylamino)phenyl]-1-methyl-5-oxo-pyrrolidine-3-carboxamide BrC1=CC(=C(C(=C1)NC(C)C)NC(=O)[C@H]1CN(C(C1)=O)C)F